2-(ethylhexyl) phthalate C(C=1C(C(=O)OC(CCCCC)CC)=CC=CC1)(=O)[O-]